C[C@@H]1[C@H]([C@@H]([C@@H]([C@H](O1)O)O[C@@H]2[C@H]([C@H]([C@@H]([C@H](O2)C)NC(=O)[C@H](CCO)O)O)O[C@@H]3[C@H]([C@H]([C@@H]([C@H](O3)C)NC(=O)[C@H](CCO)O)O)O[C@@H]4[C@H]([C@H]([C@@H]([C@H](O4)C)NC(=O)[C@H](CCO)O)O)O[C@@H]5[C@H]([C@H]([C@@H]([C@H](O5)C)NC(=O)[C@H](CCO)O)O)OC)O)NC(=O)[C@H](CCO)O The molecule is an amido pentasaccharide fragment which mimicks the terminus of the O-polysaccharide of Vibrio cholerae O:1, serotype Ogawa. It derives from an alpha-D-mannose.